COC(=O)C1=CN2C(=C1)C(=NC=N2)Cl methyl 4-chloropyrrolo[1,2-f][1,2,4]triazine-6-carboxylate